methyl (3aR,8bR)-3a-(4-benzyloxyphenyl)-8b-hydroxy-6,8-dimethoxy-1-oxo-3-phenyl-2,3-dihydrocyclopenta[b]benzofuran-2-carboxylate C(C1=CC=CC=C1)OC1=CC=C(C=C1)[C@@]12OC3=C([C@@]1(C(C(C2C2=CC=CC=C2)C(=O)OC)=O)O)C(=CC(=C3)OC)OC